(S)-2-(1-amino-6-chloro-5-methoxy-1,3-dihydrospiro[indene-2,4'-piperidin]-1'-yl)-5-(3,5-dichloropyridin-4-yl)-3-methyl-3,7-dihydro-4H-pyrrolo[2,3-d]pyrimidin-4-one N[C@@H]1C2=CC(=C(C=C2CC12CCN(CC2)C=2N(C(C1=C(N2)NC=C1C1=C(C=NC=C1Cl)Cl)=O)C)OC)Cl